amino-3-(4-hydroxyphenyl)butanoic acid NC(C(=O)O)C(C)C1=CC=C(C=C1)O